[C@H]12CN(C[C@H](CC1)N2)C2=NC(=NC1=C(C(=C(C=C21)F)C2=CC(=CC1=CC=C(C(=C21)C#C)F)O)F)OC[C@@]\2(CN(CC/C2=C/F)C)C 4-(4-((1r,5S)-3,8-diazabicyclo[3.2.1]oct-3-yl)-6,8-difluoro-2-(((S,Z)-4-(fluoromethylene)-1,3-dimethylpiperidin-3-yl)methoxy)quinazolin-7-yl)-5-ethynyl-6-fluoronaphthalen-2-ol